ClC=1C=C(C=CC1F)NC(=O)NC1=CC(=CC(=C1)C(=O)C=1C=C2N=C(C=NC2=CC1)N1CCOCC1)F 1-(3-chloro-4-fluorophenyl)-3-(3-fluoro-5-(3-morpholinoquinoxaline-6-carbonyl)phenyl)urea